ClC1=CC=C(C=C1)C(C1=C(N)C(=CC(=C1)C)C)C1=CC=C(C=C1)Cl 2-bis(p-chlorophenyl)methyl-4,6-dimethylaniline